2,3-dimethoxy-N-[(3R)-1-methylpiperidin-3-yl]acridin-9-amine COC1=CC2=C(C3=CC=CC=C3N=C2C=C1OC)N[C@H]1CN(CCC1)C